4-(3-(methoxymethyl)pyridin-2-yl)piperazine COCC=1C(=NC=CC1)N1CCNCC1